C(C)(C)(C)C=1C=C2C=NN(C(C2=C(C1)F)=O)C1=NC=CC(=C1CO)C=1C=C(C(N(C1)C)=O)NC(=O)[C@@H]1[C@H](C1)F (1r,2s)-N-(5-(2-(6-tert-butyl-8-fluoro-1-oxophthalazin-2(1H)-yl)-3-(hydroxymethyl)pyridin-4-yl)-1-methyl-2-oxo-1,2-dihydropyridin-3-yl)-2-fluorocyclopropanecarboxamide